C(CCCCCCC\C=C\CCCCCCCC)N elaidyl-amine